(1-hydroxy-allyl)-tri-methyl-silane OC(C=C)[Si](C)(C)C